(R)-2-hydroxy-3-((S)-2-(1-methyl-2-oxo-1,2-dihydropyridine-3-carboxamido)-2-(4-phosphonophenyl)acetamido)-3,4-dihydro-2H-benzo[e][1,2]oxaborinine-8-carboxylic acid OB1OC2=C(C[C@@H]1NC([C@H](C1=CC=C(C=C1)P(=O)(O)O)NC(=O)C=1C(N(C=CC1)C)=O)=O)C=CC=C2C(=O)O